N-(3-((1-(5-amino-2-benzylpentanoyl)-4-hydroxypiperidin-4-yl)methyl)-4-oxo-3,4-dihydroquinazolin-7-yl)-2-(dimethylamino)acetamide NCCCC(C(=O)N1CCC(CC1)(O)CN1C=NC2=CC(=CC=C2C1=O)NC(CN(C)C)=O)CC1=CC=CC=C1